N-(4-(2,5-difluorophenyl)-2-(5,5-difluorotetrahydro-2H-pyran-2-yl)pyridin-3-yl)-2-isopropylpyrimidine-5-carboxamide FC1=C(C=C(C=C1)F)C1=C(C(=NC=C1)C1OCC(CC1)(F)F)NC(=O)C=1C=NC(=NC1)C(C)C